C[C@@H]1CN(C[C@H]2N1CCN(C2)CC=2C=NC(=CC2)N2CCNCC2)C2=C1C=CC=NC1=C(C=C2)C#N 5-[(4R,9aS)-4-methyl-8-[(6-piperazin-1-yl-3-pyridyl)methyl]-3,4,6,7,9,9a-hexahydro-1H-pyrazino[1,2-a]pyrazin-2-yl]quinoline-8-carbonitrile